5,7-Dichloro-4-(2,4,5-trichlorophenoxy)-2-(trifluoromethyl)-1H-benzimidazole ClC1=C(C2=C(NC(=N2)C(F)(F)F)C(=C1)Cl)OC1=C(C=C(C(=C1)Cl)Cl)Cl